C(C)(C)(C)OC(=O)NC(/C=C/C(=O)OCC)CC ethyl (E)-4-((tert-butoxycarbonyl)amino)hex-2-enoate